COC(=O)[C@@H]1CC[C@H](CC1)C(O)C1=NC(=NC(=C1)Cl)SC trans-4-[(6-chloro-2-methylsulfanyl-pyrimidin-4-yl)-hydroxy-methyl]cyclohexanecarboxylic acid methyl ester